C(=O)(O)C=1C=C(C=CC1C(=O)O)CC 1-(3,4-dicarboxyphenyl)ethane